NC1C(CCC1)C amino-2-methylcyclopentane